N1C=C(C2=CC=CC=C12)CC(CCCC)C1=C(SC2=C1C=CC(=C2)N2C(CN(CC2)C)=O)C(=O)N [1-(1H-indol-3-yl)hexan-2-yl]-6-(4-methyl-2-oxopiperazin-1-yl)-1-benzothiophene-2-carboxamide